ClC1=NC=C(C(=N1)NC=1C(=C2N=CC=NC2=CC1)[PH2]=O)Cl (6-((2,5-dichloropyrimidin-4-yl)amino)quinoxalin-5-yl)phosphine oxide